2-[4-[4-[4-[6-[8-(1,3-benzothiazol-2-ylcarbamoyl)-3,4-dihydro-1H-isoquinolin-2-yl]-2-tert-butoxycarbonyl-3-pyridyl]-3-methyl-phenoxy]butyl]-1-piperidyl]acetic acid S1C(=NC2=C1C=CC=C2)NC(=O)C=2C=CC=C1CCN(CC21)C2=CC=C(C(=N2)C(=O)OC(C)(C)C)C2=C(C=C(OCCCCC1CCN(CC1)CC(=O)O)C=C2)C